C1CC(=O)N[C@@H]1C(=O)NCC(=O)O The molecule is a dipeptide composed of glycine and 5-oxo-L-proline joined by a peptide linkage. It derives from a glycine and a 5-oxo-L-proline.